4-(cyclohexylmethyl)-N2-(4-(vinylsulfonyl)phenyl)quinazoline-2,4-diamine C1(CCCCC1)CC1(NC(=NC2=CC=CC=C12)NC1=CC=C(C=C1)S(=O)(=O)C=C)N